FC1(CN(CCC1N1CCCCC1)C(=O)OC(C)(C)C)F tert-butyl 3',3'-difluoro-[1,4'-bipiperidine]-1'-carboxylate